Fmoc-L-Leucyl-L-Leucine tertbutyl ester hydrochloride Cl.C(C)(C)(C)OC([C@@H](NC([C@@H](NC(=O)OCC1C2=CC=CC=C2C2=CC=CC=C12)CC(C)C)=O)CC(C)C)=O